BrC=1C(=NN(C1)C1CCN(CC1)C(=O)OC(C)(C)C)[N+](=O)[O-] tert-butyl 4-(4-bromo-3-nitropyrazol-1-yl)piperidine-1-carboxylate